3-(4-acetylphenyl)propanoic acid C(C)(=O)C1=CC=C(C=C1)CCC(=O)O